The molecule is a member of the class of pradimicins that is isolated from the cultured broth of Actinomadura hibisca No. P157-2 (ATCC 53557). It is a disaccharide derivative, a polyphenol, an aromatic ether, a secondary alcohol, a pradimicin, a L-alanine derivative, a member of p-quinones and a carboxylic acid. It derives from a D-alanine. C[C@@H]1[C@@H]([C@@H]([C@H]([C@@H](O1)O[C@@H]2[C@H](C3=CC4=C(C(=C3C5=C2C=C(C(=C5O)C(=O)N[C@H](C)C(=O)O)C)O)C(=O)C6=C(C4=O)C(=CC(=C6)OC)O)O)O)O[C@H]7[C@@H]([C@H]([C@@H](CO7)O)O)O)NC